C(#N)C1=CC=C2C=C(C(NC2=C1)=O)C(=O)OC1=C(C(=C(C(=C1F)F)F)F)F pentafluorophenyl 7-cyano-2-oxo-1,2-dihydroquinoline-3-carboxylate